rac-2,6-dimethoxy-N-(5-methyl-8-(1-(tetrahydro-2H-pyran-2-yl)-1H-pyrazol-5-yl)-4,5-dihydronaphtho[2,1-d]isoxazol-3-yl)benzenesulfonamide COC1=C(C(=CC=C1)OC)S(=O)(=O)NC1=NOC2=C1CC(C1=CC=C(C=C12)C1=CC=NN1C1OCCCC1)C